[4-[5-(1-methylcyclopropyl)-1,2,4-oxadiazol-3-yl]phenyl]-[4-(5-methyloxazolo[4,5-b]pyridin-2-yl)piperazin-1-yl]methanone CC1(CC1)C1=NC(=NO1)C1=CC=C(C=C1)C(=O)N1CCN(CC1)C=1OC=2C(=NC(=CC2)C)N1